(R)-6-chloro-3-((1-(2-(3,3-difluoropyrrolidin-1-yl)-3,6-dimethyl-4-oxo-3,4-dihydroquinazolin-8-yl)ethyl)amino)picolinic acid ClC1=CC=C(C(=N1)C(=O)O)N[C@H](C)C=1C=C(C=C2C(N(C(=NC12)N1CC(CC1)(F)F)C)=O)C